O1C(OCC1)C1=NC(=CC=C1O)CCCN1CCOCC1 2-(1,3-Dioxolan-2-yl)-6-(3-morpholinopropyl)pyridin-3-ol